methyl 3-(2-(2-(2,2-dimethylhydrazineylidene)ethylidene)hydrazineyl)-1-methyl-1H-pyrazole-5-carboxylate CN(N=CC=NNC1=NN(C(=C1)C(=O)OC)C)C